2-hydroxy-2-methyl-4-phenylbutanoic acid OC(C(=O)O)(CCC1=CC=CC=C1)C